(5-(piperidin-1-ylmethyl)pyridin-3-yl)boronic acid N1(CCCCC1)CC=1C=C(C=NC1)B(O)O